5-phenyl-1-(4-chlorophenyl)-3-difluoromethyl-1H-pyrazole-4-carbonitrile C1(=CC=CC=C1)C1=C(C(=NN1C1=CC=C(C=C1)Cl)C(F)F)C#N